OC1CCC(CC1)NC1=NC(=CC(=N1)C=1C=C(C#N)C=CC1)C=1N=NN(C1)CC1=NC(=CC=C1)C1(CCCC1)O m-[2-(4-hydroxycyclohexylamino)-6-(1-{[6-(1-hydroxycyclopentyl)-2-pyridinyl]methyl}-1H-1,2,3-triazol-4-yl)-4-pyrimidinyl]benzonitrile